C(C)(=O)N1CCN(CC1)C=1C=C2CCN(C(C2=C(C1)F)=O)C[C@@H](CN1CC2=CC=CC=C2CC1)O 6-(4-acetylpiperazin-1-yl)-2-[(2R)-3-(3,4-dihydro-1H-isoquinolin-2-yl)-2-hydroxy-propyl]-8-fluoro-3,4-dihydroisoquinolin-1-one